FC1=C(C(C(C(C1(F)F)(F)F)(F)F)(F)F)C(C(F)(F)F)(C(C(C(C(F)(F)F)(F)F)(F)F)(F)F)C(F)(F)F 1,3,3,4,4,5,5,6,6-nonafluoro-2-(1,1,1,3,3,4,4,5,5,6,6,6-dodecafluoro-2-(trifluoromethyl)hex-2-yl)cyclohex-1-ene